1-Ethyl-2,4,6-trimethylpyridine C(C)N1C(C=C(C=C1C)C)C